tert-butyl (S)-(5-amino-6-((4-chloro-3-methylphenyl)amino)-6-oxohexyl)carbamate N[C@@H](CCCCNC(OC(C)(C)C)=O)C(=O)NC1=CC(=C(C=C1)Cl)C